6-bromobenzo[d][1,3]dioxin BrC1=CC2=C(OCOC2)C=C1